3,11-dimethoxy-7H-dibenzo[c,g]carbazole-7-carboxylic acid tert-butyl ester C(C)(C)(C)OC(=O)N1C=2C=CC3=C(C2C=2C4=C(C=CC12)C=C(C=C4)OC)C=CC(=C3)OC